C1(=CC=CC=C1)S(=O)(=O)N1C=CC=2C1=NC=CC2C2=CC=C(NC(CN(C(OC(C)(C)C)=O)C)=O)C=C2 tert-Butyl N-[2-[4-[1-(benzenesulfonyl)pyrrolo[2,3-b]pyridin-4-yl]anilino]-2-oxo-ethyl]-N-methyl-carbamate